P(=O)(O)(O)O.C(CC)=O Propan-1-one phosphate